2-benzyl-2H-tetrazole-5-carboxylic acid C(C1=CC=CC=C1)N1N=C(N=N1)C(=O)O